5-[5-(methoxymethyl)-3-(m-tolyl)pyrazol-1-yl]-2-(1-methylpyrazol-4-yl)-7-morpholino-furo[3,2-b]pyridine COCC1=CC(=NN1C1=CC(=C2C(=N1)C=C(O2)C=2C=NN(C2)C)N2CCOCC2)C=2C=C(C=CC2)C